(R)-3-methyl-4-(7-(1-Methyl-1H-pyrazol-4-yl)-2-(1-toluenesulfonyl-1H-pyrrolo[2,3-b]pyridin-4-yl)thieno[3,2-d]pyrimidine-4-yl)morpholine C[C@H]1N(CCOC1)C=1C2=C(N=C(N1)C1=C3C(=NC=C1)N(C=C3)S(=O)(=O)CC3=CC=CC=C3)C(=CS2)C=2C=NN(C2)C